N1=CC(=CC=C1)CN1N=C(C=C1)C=1C=C(C=CC1NC(C=C)=O)C1=CC=CC=C1 N-(3-(1-(pyridin-3-ylmethyl)-1H-pyrazol-3-yl)-[1,1'-biphenyl]-4-yl)acrylamide